fluorodecyl bromide FCCCCCCCCCCBr